N1N=CC(=C1)C=1C2=C(C(=NC1)NCC=1C=C(C=CC1)NC(=O)C=1SC3=C(CN(CC3)C)N1)CCO2 N-(3-(((7-(1H-pyrazol-4-yl)-2,3-dihydrofuro[3,2-c]pyridin-4-yl)amino)methyl)phenyl)-5-methyl-4,5,6,7-tetrahydrothiazolo[4,5-c]pyridine-2-carboxamide